BrCC=1NC(=C(C(C1C(=O)OC)C1=CC=CC=C1)C(=O)OC)C dimethyl 2-bromomethyl-6-methyl-4-phenyl-1,4-dihydropyridine-3,5-dicarboxylate